(Bromomethyl)triphenylphosphonium bromide [Br-].BrC[P+](C1=CC=CC=C1)(C1=CC=CC=C1)C1=CC=CC=C1